C1(CC1)N1C=C(C(C2=CC(=C(C=C12)F)F)=O)CN([C@@H]1CN(CCC1)C=1C=NC(=CC1)[N+](=O)[O-])CC1=CC(=NC=C1)OC 1-cyclopropyl-6,7-difluoro-3-({[(2-methoxypyridin-4-yl)methyl][(3S)-1-(6-nitro-pyridin-3-yl)piperidin-3-yl]amino}methyl)-1,4-dihydroquinolin-4-one